C(CCCCCC)OC(CCCO)OCCCCCCC 4,4-bis(heptyloxy)butanol